5-(3-(3-Hydroxy-3-methylbut-1-ynyl)phenoxy)-1H-1,2,3-triazole-4-carboxylic acid OC(C#CC=1C=C(OC2=C(N=NN2)C(=O)O)C=CC1)(C)C